methyl-2-(4,8,12-trimethyltrideca-3,7,11-trienyl)chroman CC1(OC2=CC=CC=C2CC1)CCC=C(CCC=C(CCC=C(C)C)C)C